3,6,9,12,15-pentaoxaheptadecane-1-ol C(COCCOCCOCCOCCOCC)O